CN([SiH2]C1=CC=CC=C1)[SiH2]C1=CC=CC=C1 N-methyl-1,3-diphenyldisilazane